N-Methyl-arginine tert-Butyl-(S)-((7-(((3-amino-2,2-dimethylpropyl)amino)methyl)imidazo[1,2-b]pyridazin-2-yl)(4,4-difluorocyclohexyl)methyl)carbamate C(C)(C)(C)N(C(O)=O)[C@@H](C1CCC(CC1)(F)F)C=1N=C2N(N=CC(=C2)CNCC(CN)(C)C)C1.CN[C@@H](CCCNC(N)=N)C(=O)O